tert-butyl 3-((2-nitropyridin-3-yl)amino)piperidine-1-carboxylate [N+](=O)([O-])C1=NC=CC=C1NC1CN(CCC1)C(=O)OC(C)(C)C